(S)-3-((4-(1H-pyrrolo[2,3-b]pyridin-3-yl)-5-(trifluoromethyl)pyrimidin-2-yl)amino)piperidine-1-carboxylic acid tert-butyl ester C(C)(C)(C)OC(=O)N1C[C@H](CCC1)NC1=NC=C(C(=N1)C1=CNC2=NC=CC=C21)C(F)(F)F